N1=C2C(=CC=C1)CCC2N2CCC(CC2)(O)C=2C=C1C(N(C(C1=CC2)=O)C2C(NC(CC2)=O)=O)=O 5-(1-(6,7-dihydro-5H-cyclopenta[b]pyridin-7-yl)-4-hydroxypiperidin-4-yl)-2-(2,6-dioxopiperidin-3-yl)isoindoline-1,3-dione